CO[Si](C)(C)OC dimethoxy(dimethyl)silane